1-((3S,4R)-4-(3,4-difluorophenyl)-1-(2-methoxyethyl)pyrrolidin-3-yl)-3-(3-ethyl-4-methyl-1-phenyl-1H-pyrazol-5-yl)urea FC=1C=C(C=CC1F)[C@H]1[C@@H](CN(C1)CCOC)NC(=O)NC1=C(C(=NN1C1=CC=CC=C1)CC)C